boc-2-azido-1,3-diaminopropane C(=O)(OC(C)(C)C)C(C(CN)N=[N+]=[N-])N